CC1=NN(C(=C1)C)C=1C=CC(N(N1)C1CCN(CC1)C=1C=2N(C=CN1)C(=NN2)C)=O 6-(3,5-dimethylpyrazol-1-yl)-2-[1-(3-methyl-[1,2,4]triazolo[4,3-a]pyrazin-8-yl)piperidin-4-yl]pyridazin-3-one